CC1=CC(=C(C=C1)C(F)(F)F)C1=CC=CC=C1 4-methyl-2-phenyl-1-(trifluoromethyl)benzene